N1N=CC(=C1)CNC(=O)C1=C(C=C(C=C1)NC(=O)C=1N(C(=CN1)C1=C(C(=C(C=C1)OC)F)F)C)Cl N-(4-(((1H-pyrazol-4-yl)methyl)carbamoyl)-3-chlorophenyl)-5-(2,3-difluoro-4-methoxyphenyl)-1-methyl-1H-imidazole-2-carboxamide